(2-fluoro-4-nitrophenyl)(4-(2-hydroxyethyl)piperazin-1-yl)methanone FC1=C(C=CC(=C1)[N+](=O)[O-])C(=O)N1CCN(CC1)CCO